BrC=1C=C(C=CC1)S(=O)(C(F)(F)F)=N (3-bromophenyl)(imino)(trifluoromethyl)-λ6-sulfanone